4-chloro-2-(1-ethyl-2,2-dimethyl-2,5-dihydro-1H-pyrrol-3-yl)thieno[2,3-b]pyridine ClC1=C2C(=NC=C1)SC(=C2)C=2C(N(CC2)CC)(C)C